(2E)-N-(3-bromo-2-fluorophenyl)-2-(N-hydroxyimino)acetamide BrC=1C(=C(C=CC1)NC(/C=N/O)=O)F